3,3-dimethylolbutylene oxide C(O)C1(CCOC1)CO